methyl 2-(aminomethyl)quinoline-6-carboxylate NCC1=NC2=CC=C(C=C2C=C1)C(=O)OC